N1=C(C=CC=C1)[C@H](C)C1OCCC(C1)(C(=O)N)N1C[C@@H](CC1)OC1=CC(=CC=C1)C(F)(F)F ((S)-1-(Pyridin-2-yl)ethyl)-4-((R)-3-(3-(trifluoromethyl)phenoxy)pyrrolidin-1-yl)tetrahydro-2H-pyran-4-carboxamide